C[C@@]12C(CC[C@H]1[C@@H]1CCC3CC=CC[C@]3(C)[C@H]1CC2)=O Androst-2-En-17-One